(3-(3-((5-(difluoromethoxy)pyridin-2-yl)oxy)phenyl)-1,2,4-oxadiazol-5-yl)propan-1-ol FC(OC=1C=CC(=NC1)OC=1C=C(C=CC1)C1=NOC(=N1)C(CC)O)F